C(C)C(CC1CC(CCC1)CC(CCCC)CC)CCCC 1,3-bis(2-ethylhexyl)cyclohexane